ClC=1C=C(C=CC1Cl)O 3,4-dichloro-phenol